(3-((5-(2-methoxyquinoline-6-yl)pyridin-3-yl)amino)azetidine-1-yl)(1-methyl-1H-pyrazol-4-yl)methanone COC1=NC2=CC=C(C=C2C=C1)C=1C=C(C=NC1)NC1CN(C1)C(=O)C=1C=NN(C1)C